O=C1NC(CCC1C1=NN(C2=CC(=CC=C12)N1C[C@@H](N(CC1)C(=O)OC(C)(C)C)C)C)=O tert-butyl (2S)-4-(3-(2,6-dioxopiperidin-3-yl)-1-methyl-1H-indazol-6-yl)-2-methylpiperazine-1-carboxylate